1,1,1-trifluoro-2-(5-methyl-3-(trifluoromethyl)-4,5-dihydro-1H-imidazo[1,5-a]pyrazolo[3,4-c]pyridin-7-yl)propan-2-ol FC(C(C)(O)C1=NC=C2N1C(CC1=C2NN=C1C(F)(F)F)C)(F)F